(E)-3-(4-(2-(2-Cyano-6-(4-(dimethylamino)but-2-enoyl)-4,5,6,7-tetrahydrothieno[2,3-c]pyridin-4-yl)phenyl)-3-(trifluoromethyl)-1H-pyrazol-1-yl)propanoic acid C(#N)C1=CC2=C(CN(CC2C2=C(C=CC=C2)C=2C(=NN(C2)CCC(=O)O)C(F)(F)F)C(\C=C\CN(C)C)=O)S1